C(C)(C)(C)OC(=O)N1C2(CN(C2=O)CC2=CC=C(C=C2)OC)CC(C1)N[C@@H]([C@H](O)C)C(=O)O (5-(tert-butoxycarbonyl)-2-(4-methoxybenzyl)-1-oxo-2,5-diazaspiro[3.4]oct-7-yl)-L-threonine